(S)-6-methyl-4-(methylthio)-2-(trifluoromethyl)-6,7-dihydropyrazolo[1,5-a]pyrazine C[C@@H]1N=C(C=2N(C1)N=C(C2)C(F)(F)F)SC